3-chloro-2-(6-((6-(ethylamino)pyrimidin-4-yl)amino)-1H-pyrazolo[4,3-c]pyridin-1-yl)benzonitrile ClC=1C(=C(C#N)C=CC1)N1N=CC=2C=NC(=CC21)NC2=NC=NC(=C2)NCC